2-((2-((4-(1-(4-(2,6-dioxopiperidin-3-yl)-3-fluorobenzyl)piperidin-4-yl)-2-isopropoxy-5-methylphenyl)amino)-5-(trifluoromethyl)pyridin-4-yl)amino)-N-methylbenzamide O=C1NC(CCC1C1=C(C=C(CN2CCC(CC2)C2=CC(=C(C=C2C)NC2=NC=C(C(=C2)NC2=C(C(=O)NC)C=CC=C2)C(F)(F)F)OC(C)C)C=C1)F)=O